CC1=CC=C(C=C1)S(=O)(=O)OC[C@H]1OC[C@@H]([C@@H]2[C@H]1OC(O2)(C)C)NC(C)=O ((3aR,4R,7S,7aR)-7-acetamido-2,2-dimethyltetrahydro-4H-[1,3]dioxolo[4,5-c]pyran-4-yl)methyl 4-methylbenzenesulfonate